C1(=CC=C(C=C1)S(=O)(=O)OC1=CC(=CC=C1)NC(=O)NC(NC1=CC=C(C=C1)C(C)=O)=O)C 3-[(4-Acetylphenylcarbamoyl)ureido]phenyl 4-tolylsulfonat